CN1N(C(C2=CC=C(C=C12)NC1=CC=C(C=C1)N1CCC(CC1)C)=O)C 1,2-Dimethyl-6-((4-(4-methylpiperidin-1-yl)phenyl)amino)-1,2-dihydro-3H-indazol-3-one